Racemic-3-(3-chloro-4-fluorophenyl)-1-(8,9-difluoro-4,6-dioxo-1,4,5,6-tetrahydro-2H-pyrano[3,4-c]isoquinolin-1-yl)-1-methylurea ClC=1C=C(C=CC1F)NC(N(C)[C@H]1COC(C=2NC(C=3C=C(C(=CC3C21)F)F)=O)=O)=O |r|